C(C1CO1)C=CCO Glycidyl-allyl alcohol